C1(CC1)C1=NC=NC(=C1C1=NC=C(C(=N1)SC)C(F)F)OC 2-(4-cyclopropyl-6-methoxy-pyrimidin-5-yl)-5-(difluoromethyl)-4-methylsulfanyl-pyrimidine